ethyl 2-(3-((benzyloxy)methyl)cyclobutylidene)acetate C(C1=CC=CC=C1)OCC1CC(C1)=CC(=O)OCC